C(C=C)N1[C@H](CC(C[C@H]1C=1N=NN(C1)C)C#N)C (2S,6S)-1-allyl-2-methyl-6-(1-methyl-1H-1,2,3-triazol-4-yl)piperidine-4-carbonitrile